C1(CC1)OC1=C(C=C(C=C1)C(F)(F)F)C1=NN=C(O1)C(=O)N[C@@H]1C[C@H](N(C1)C(=O)OC(C)(C)C)COC tert-butyl (2S,4R)-4-(5-(2-cyclopropoxy-5-(trifluoromethyl)phenyl)-1,3,4-oxadiazole-2-carboxamido)-2-(methoxymethyl)pyrrolidine-1-carboxylate